mercaptooctyl-phenyl-dimethoxysilane SCCCCCCCC[Si](OC)(OC)C1=CC=CC=C1